Sodium 2,3-bis((4-carboxybutanoyl)oxy)propyl ((R)-2,3-bis(tetradecanoyloxy)propyl) phosphate P(=O)(OCC(COC(CCCC(=O)O)=O)OC(CCCC(=O)O)=O)(OC[C@@H](COC(CCCCCCCCCCCCC)=O)OC(CCCCCCCCCCCCC)=O)[O-].[Na+]